N(=[N+]=[N-])CC(=O)N[C@H](C(=O)N[C@H](C(=O)NC=1C=CC(=C(C(=O)NCCNC(OC(C)(C)C)=O)C1)CO)C)C tert-butyl (2-(5-((S)-2-((S)-2-(2-azidoacetamido)propanamido)propanamido)-2-(hydroxymethyl)benzamido) ethyl)carbamate